C(C)(C)(C)OC(C1=C(C(=CC=C1N)OC1=C(C(=CC(=C1)C)N)F)C)=O 6-amino-3-(3-amino-2-fluoro-5-methylphenoxy)-2-methylbenzoic acid tert-butyl ester